FC1=CC=C(OCCC2=NC(=C3N=CNC3=N2)N)C=C1 (2-(4-fluorophenoxy)ethyl)-9H-purin-6-amine